1-HEXADECANESULFONIC ACID SODIUM SALT [Na+].C(CCCCCCCCCCCCCCC)S(=O)(=O)[O-]